Glycerol Tripalmitate C(CCCCCCCCCCCCCCC)(=O)OCC(OC(CCCCCCCCCCCCCCC)=O)COC(CCCCCCCCCCCCCCC)=O